C(C)(C)(C)OC(C1=CC(=NC(=C1)C(NC)=O)[C@@H](C1=CC=CC=C1)O)=O |r| (+/-)-2-(hydroxy(phenyl)methyl)-6-(methylcarbamoyl)isonicotinic acid tert-butyl ester